(5-Fluoropyridin-2-yl)-2-methoxyaniline FC=1C=CC(=NC1)NC1=C(C=CC=C1)OC